N-(1-cyano-1-methyl-ethyl)-3-[(2R)-2-cyano-2-methyl-pyrrolidine-1-carbonyl]-1-(4-fluorophenyl)-8-methoxy-5,6-dihydropyrrolo[2,1-a]isoquinoline-9-carboxamide C(#N)C(C)(C)NC(=O)C1=C(C=C2CCN3C(C2=C1)=C(C=C3C(=O)N3[C@@](CCC3)(C)C#N)C3=CC=C(C=C3)F)OC